Benzyl (R)-3-(3-methylpiperazin-1-yl)azetidine-1-carboxylate C[C@@H]1CN(CCN1)C1CN(C1)C(=O)OCC1=CC=CC=C1